2-[(4bS,7aS)-8-(5-fluoropyrimidin-2-yl)-6,7,7a,8-tetrahydro-4bH-furo[2',3':4,5]pyrrolo[2,3-c]pyridazin-3-yl]-3-methyl-5-(trifluoromethyl)phenol FC=1C=NC(=NC1)N1[C@@H]2[C@H](C3=C1N=NC(=C3)C3=C(C=C(C=C3C)C(F)(F)F)O)OCC2